2,3,5,6-tetramethyltetrahydropyran-4-one CC1OC(C(C(C1C)=O)C)C